3-(N-methyl-5,6-dimethoxy-benzo[b]thiophene-2-carboxamido)propionic acid CN(C(=O)C1=CC2=C(S1)C=C(C(=C2)OC)OC)CCC(=O)O